8-(4-(isobutylcarbamoyl)-2-(methoxycarbonyl)phenyl)-4,5-dihydrobenzo[b]thieno[2,3-d]oxepine-9-carboxylic acid C(C(C)C)NC(=O)C1=CC(=C(C=C1)C=1C(=CC2=C(OCCC3=C2SC=C3)C1)C(=O)O)C(=O)OC